1-(2-([2,2'-bipyridin]-5-yloxy)ethyl)-1H-benzo[d]imidazole N1=C(C=CC(=C1)OCCN1C=NC2=C1C=CC=C2)C2=NC=CC=C2